9-ethynyl-3-azaspiro[5.5]undecane-3-carboxylic acid tert-butyl ester C(C)(C)(C)OC(=O)N1CCC2(CC1)CCC(CC2)C#C